ClC=1C=C2C(=CN=C(C2=CN1)N1CCC12CN(C2)C(=O)OC(C)(C)C)C(C)C tert-butyl 1-(6-chloro-4-isopropyl-2,7-naphthyridin-1-yl)-1,6-diazaspiro[3.3]heptane-6-carboxylate